C1(=CC=CCC1)O 1,3-Cyclohexadien-1-ol